2-((3S,5S)-5-(4-(trifluoromethyl)phenyl)piperidin-3-yl)acetic acid methyl ester COC(C[C@H]1CNC[C@@H](C1)C1=CC=C(C=C1)C(F)(F)F)=O